bis(4'-phenyl-2,2':6',2''-terpyridine) osmium (II) hexafluorophosphate F[P-](F)(F)(F)(F)F.[Os+2].C1(=CC=CC=C1)C1=CC(=NC(=C1)C1=NC=CC=C1)C1=NC=CC=C1.C1(=CC=CC=C1)C1=CC(=NC(=C1)C1=NC=CC=C1)C1=NC=CC=C1.F[P-](F)(F)(F)(F)F